4'-hydroxy-4-biphenylcarbonitrile OC1=CC=C(C=C1)C1=CC=C(C=C1)C#N